C(C)(C)(C)OC(=O)N1CCC2(CC(C2C2=C(N=NN2C2=C(C=CC=C2Cl)Cl)C2CC2)O)CC1 (4-cyclopropyl-1-(2,6-dichlorophenyl)-1H-1,2,3-triazol-5-yl)-2-hydroxy-7-azaspiro[3.5]nonane-7-carboxylic acid tert-butyl ester